arsenic-tin-lead-zinc-antimony [Sb].[Zn].[Pb].[Sn].[As]